2-(4-bromo-2-methylphenyl)ethane-1-amine hydrochloride Cl.BrC1=CC(=C(C=C1)CCN)C